N1C(=NC2=C1C=CC=C2)C2=CC(=NN2CC2=CC=C(C=C2)OC)NC(=O)C=2C=NC(=CC2)N2C[C@@H](CC2)O N-[5-(1H-benzimidazol-2-yl)-1-[(4-methoxyphenyl)methyl]pyrazol-3-yl]-6-[(3R)-3-hydroxypyrrolidin-1-yl]pyridine-3-carboxamide